3-(4-(4-fluoro-2-(trifluoromethyl)phenyl)piperidine-1-carbonyl)-[1,2,4]triazolo[4,3-a]pyridine-6-carbonitrile FC1=CC(=C(C=C1)C1CCN(CC1)C(=O)C1=NN=C2N1C=C(C=C2)C#N)C(F)(F)F